3-(2-chloro-4-nitro-phenyl)-1-(2-chloro-phenyl)urea ClC1=C(C=CC(=C1)[N+](=O)[O-])NC(NC1=C(C=CC=C1)Cl)=O